O=C1N(C(CC1)=O)C1=C(C(=O)[O-])C=CC(=C1)OCCCCCCN1C=NC=C1 2,5-dioxopyrrolidin-1-yl-4-((6-(1H-imidazol-1-yl)hexyl)oxy)benzoate